BrC=1C2=CN(N=C2C(=CC1)C(=O)NC=1C=C(C=2N(C1)C=C(N2)C)F)C 4-bromo-N-(8-fluoro-2-methyl-imidazo[1,2-a]pyridin-6-yl)-2-methyl-indazole-7-carboxamide